Cl.O=C1N(CC2=CC(=CC=C12)C1CCNCC1)C1C(NC(CC1)=O)=O 3-(1-oxo-5-(piperidin-4-yl)isoindolin-2-yl)piperidine-2,6-dione hydrochloride